C(C)(C)(C)NS(=O)(=O)C=1C=C(C=CC1)NC(=O)C1=NC=C(N=C1N1CC2(C1)CCC2)NC(CO)(C)C N-(3-(N-(tert-butyl)sulfamoyl)phenyl)-5-((1-hydroxy-2-methylpropan-2-yl)amino)-3-(2-azaspiro[3.3]heptan-2-yl)pyrazine-2-carboxamide